C(#N)C(C(=O)O)=CC1=CC2=C(C=C(O2)C2=CC=C(C=C2)N(CC)CC)C=C1 2-cyano-3-(2-(4-(diethylamino)phenyl)benzofuran-6-yl)acrylic acid